CC1(OB(OC1(C)C)C=1C=NN(C1)CCCC(=O)OC)C methyl 4-[4-(4,4,5,5-tetramethyl-1,3,2-dioxaborolan-2-yl)pyrazol-1-yl]butanoate